N-(Benzenesulfonyl)-6-[3-[[Tert-butyl(Dimethyl)Silyl]Methoxy]Pyrazol-1-yl]-2-chloro-pyridine-3-carboxamide C1(=CC=CC=C1)S(=O)(=O)NC(=O)C=1C(=NC(=CC1)N1N=C(C=C1)OC[Si](C)(C)C(C)(C)C)Cl